4-[(ethylsulfanyl)carbonyl]-L-phenylalanine Tert-Butyl-(2-(8-((Cyclopentylmethyl)Sulfanyl)Imidazo[1,5-a]Pyridin-3-yl)Propan-2-yl)Carbamate C(C)(C)(C)N(C(O)=O)C(C)(C)C1=NC=C2N1C=CC=C2SCC2CCCC2.C(C)SC(=O)C2=CC=C(C[C@H](N)C(=O)O)C=C2